CC1=C(C(=CC(=C1)C)C)S(=O)(=O)ON amino 2,4,6-trimethylbenzenesulfonate